FC1=CC(=C(C=C1)C(N1CCN(CC1)C1=C(C(N(C=2C=CC(=NC12)C#N)C)=O)C#N)C1=CC=C(C=C1)F)OC 8-{4-[(4-fluoro-2-methoxyphenyl)(4-fluorophenyl)methyl]piperazin-1-yl}-5-methyl-6-oxo-5,6-dihydro-1,5-naphthyridine-2,7-dicarbonitrile